C(CC)C(=O)C(C)C propylisopropyl ketone